1-fluoroheptadecan-9-yl 8-((2-hydroxyethyl)amino)octanoate OCCNCCCCCCCC(=O)OC(CCCCCCCCF)CCCCCCCC